8-bromo-6-methyl-3-(methyl-d3)-2-morpholinoquinazolin-4(3H)-one BrC=1C=C(C=C2C(N(C(=NC12)N1CCOCC1)C([2H])([2H])[2H])=O)C